2-amino-5-methyl-4,5,6,7-tetrahydrothiazolo[5,4-c]pyridine NC=1SC=2CN(CCC2N1)C